N1(N=CC=C1)CC1=C(C=C(C(=O)O)C=C1)C(F)(F)F 4-((1H-pyrazol-1-yl)methyl)-3-(trifluoromethyl)benzoic acid